1-(3-fluoro-4-hydroxyphenyl)hydrazine-1,2-dicarboxylic acid diethyl ester C(C)OC(=O)N(NC(=O)OCC)C1=CC(=C(C=C1)O)F